BrC=1C=CC(N(C1)C(C(=O)C1=C(N(C(=C1)C)CC1=CC=C(C=C1)S(=O)(=O)C)C)C)=O 5-bromo-1-(1-(2,5-dimethyl-1-(4-(methylsulfonyl)benzyl)-1H-pyrrol-3-yl)-1-oxopropan-2-yl)pyridin-2(1H)-one